BrC1=C(C(=C2C(=NC=NC2=C1Cl)O)OC[C@@H]1CN(CCN1)C(=O)OC(C)(C)C)F tert-Butyl (3S)-3-{[(7-bromo-8-chloro-6-fluoro-4-hydroxyquinazolin-5-yl)oxy]methyl}piperazine-1-carboxylate